C1(=CC=CC=C1)C=1C=C(C=C(C1C1=CC=CC=C1)C1=CC=CC=C1)O 3,4,5-triphenylphenol